C[SiH3] meth-ylsilane